methoxy-3,5,7-trihydroxyflavone COC=1C(=C2C(C(=C(OC2=CC1O)C1=CC=CC=C1)O)=O)O